BrC=1C=CC2=C(C(CCS2)O)C1 6-bromo-3,4-dihydro-2H-1-benzothiin-4-ol